4-(4-(1-(prop-1-en-2-yl)-6,7,8,9-tetrahydro-5H-benzo[7]annulen-5-yl)piperazin-1-yl)benzamide C=C(C)C1=CC=CC2=C1CCCCC2N2CCN(CC2)C2=CC=C(C(=O)N)C=C2